C(C)(=O)SCC1CC2(CN(C2)C(=O)OC(C)(C)C)C1 tert-butyl 6-((acetylthio)methyl)-2-azaspiro[3.3]heptane-2-carboxylate